BrC1=CC=2C(=NC=3CCN(CC3C2NCC2=CC(=C(C=C2)OC)Cl)C(=O)OC(C)(C)C)C=C1 Tert-Butyl 8-bromo-10-((3-chloro-4-methoxybenzyl)amino)-3,4-dihydrobenzo[b][1,6]naphthyridine-2(1H)-carboxylate